5-bromo-6-methoxy-2-methyl-pyrazolo[3,4-b]pyridine BrC1=CC=2C(N=C1OC)=NN(C2)C